4-(9-phenyl-9H-carbazol-3-yl)phenyl-[1,1'-biphenyl]-4,4'-diamine C1(=CC=CC=C1)N1C2=CC=CC=C2C=2C=C(C=CC12)C1=CC=C(C=C1)C1=C(C=CC(=C1)N)C1=CC=C(C=C1)N